Azolide N1[C-]=CC=C1